CNC(=O)C1=NN(C(=C1)C(=O)NC=1C=NN(C1)C)[C@@H](C)C1=CC=CC=C1 (S)-N3-methyl-N5-(1-methyl-1H-pyrazol-4-yl)-1-(1-phenylethyl)-1H-pyrazole-3,5-dicarboxamide